C(#N)C1=C(C(=CC=C1)CC)NC(=O)OC(C(=O)OCC)CN1N=CC=C1 Ethyl 2-{[(2-cyano-6-ethylphenyl)carbamoyl]oxy}-3-(1H-pyrazol-1-yl)propanoate